ClC=1C(=CC(=NC1)NC1=CC=NN1C)C=1C=C2N(CC3(CNC2=O)CCC3)C1 8'-(5-chloro-2-((1-methyl-1H-pyrazol-5-yl)amino)pyridin-4-yl)-2',3'-dihydro-1'H,5'H-spiro[cyclobutane-1,4'-pyrrolo[1,2-a][1,4]diazepin]-1'-one